C(#N)C=1C=CC(=NC1)C=1C(=NC=CN1)[C@H](C)NC(OCCCC)=O butyl N-[(1S)-1-[3-(5-cyano-2-pyridyl)pyrazin-2-yl]ethyl]carbamate